CC(=C[Ru](=C)(Cl)Cl)C dimethylvinyl-methyleneruthenium dichloride